FC1=CC=C(NC(C(C)C23CC(C2)(C3)NC(=O)C3=[NH+]C=C(C=C3)C(F)(F)F)=O)C=C1 N-[3-[2-(4-fluoroanilino)-1-methyl-2-oxo-ethyl]-1-bicyclo[1.1.1]pentanyl]-5-(trifluoromethyl)pyridin-1-ium-2-carboxamide